FC=1C=C(C(=NC1)OC)C=1C=NN2C1N=C(C=C2)N(CCN(C(OC(C)C)=O)C)C isopropyl (2-((3-(5-fluoro-2-methoxypyridin-3-yl)pyrazolo[1,5-a]pyrimidin-5-yl)(methyl)amino)ethyl)(methyl)carbamate